N1=CC=CC2=CC(=CC=C12)C1=CNC=2N=C(N=CC21)NCC(F)(F)F 5-(quinolin-6-yl)-N-(2,2,2-trifluoroethyl)-7H-pyrrolo[2,3-d]pyrimidin-2-amine